(R)-tert-butyl 4-(3-(5-(difluoromethyl)-1,3,4-thiadiazol-2-yl)-6-(N-(1-methylcyclopropyl)sulfamoyl)imidazo[1,5-a]pyridin-8-yl)-2-ethylpiperazine-1-carboxylate FC(C1=NN=C(S1)C1=NC=C2N1C=C(C=C2N2C[C@H](N(CC2)C(=O)OC(C)(C)C)CC)S(NC2(CC2)C)(=O)=O)F